6-(2-amino-6-fluoro-5-(2-fluoro-5-nitro-4-((3R,5S)-3,4,5-trimethylpiperazin-1-yl)phenyl)pyridin-3-yl)-3,4-dihydroisoquinolin-1(2H)-one formate C(=O)O.NC1=NC(=C(C=C1C=1C=C2CCNC(C2=CC1)=O)C1=C(C=C(C(=C1)[N+](=O)[O-])N1C[C@H](N([C@H](C1)C)C)C)F)F